(S)-2-((R)-1-(2-(2,5-dichlorobenzamido)acetamido)-3-methylbutyl)-4-(2-(dimethylamino)-2-oxoethyl)-6-oxo-1,3,2-dioxaborinane-4-carboxylic acid ClC1=C(C(=O)NCC(=O)N[C@@H](CC(C)C)B2OC(C[C@](O2)(C(=O)O)CC(=O)N(C)C)=O)C=C(C=C1)Cl